benzoic acid ethyl ester monohydrochloride Cl.C(C)OC(C1=CC=CC=C1)=O